C(#N)NC(=N[C@@H](C)C1=CC=CC=C1)NC1=C2C=CC=NC2=CC=C1 N-Cyano-N''-[(1S)-1-phenylethyl]-N'-5-quinolinyl-guanidine